C(C1=CC=CC=C1)NC=1C2=C(N=C(N1)Cl)N(C=C2)[C@H]2[C@@H]([C@@H]([C@H](O2)COCP(O)(O)=O)O)O [(2R,3S,4R,5R)-5-[4-(benzylamino)-2-chloro-pyrrolo[2,3-d]-pyrimidin-7-yl]-3,4-dihydroxy-tetrahydro-furan-2-yl]methoxy-methylphosphonic acid